C(=CC)C1=CC(=C(C=C1)OC)OC 4-(1-propenyl)-1,2-dimethoxybenzene